6-(2-amino-5-(4-(1-ethyl-2,5-dihydro-1H-pyrrol-3-yl)phenyl)-6-fluoropyridin-3-yl)-3,4-dihydroisoquinolin-1(2H)-one NC1=NC(=C(C=C1C=1C=C2CCNC(C2=CC1)=O)C1=CC=C(C=C1)C=1CN(CC1)CC)F